FC1=C(C=C(C=C1)N1C(C2=CC=CC(=C2C1)C(F)(F)F)=O)C(CC(=O)O)C 3-[2-Fluoro-5-[1-oxo-4-(trifluoromethyl)isoindolin-2-yl]phenyl]butanoic acid